C1=CC=CC2=NC3=C(B=C21)C=CC=C3 BENZO[B][1,4]BENZAZABORININE